N-((1s,4s)-4-((2-((4-(4-ethylpiperazin-1-yl)phenyl)amino)-5-(4-fluorobenzoyl)-7H-pyrrolo[2,3-d]pyrimidin-4-yl)amino)cyclohexyl)isobutyramide C(C)N1CCN(CC1)C1=CC=C(C=C1)NC=1N=C(C2=C(N1)NC=C2C(C2=CC=C(C=C2)F)=O)NC2CCC(CC2)NC(C(C)C)=O